C1(=CC=C(C=C1)C[C@@H](C)N)C1=CC=CC=C1 (R)-3-([1,1'-biphenyl]-4-yl)-2-aminopropane